C(C)(C)(C)C=1C=C(C=CC1)C=1NC2=CC=C(C=C2C1)CC(C(=O)O)(F)F 3-(2-(3-(tert-butyl)phenyl)-1H-indol-5-yl)-2,2-difluoropropanoic acid